{4-bromo-2-[(propan-2-ylideneamino)oxy]phenyl}[2-(diethoxymethyl)phenyl]-methanone BrC1=CC(=C(C=C1)C(=O)C1=C(C=CC=C1)C(OCC)OCC)ON=C(C)C